ClC=1C=C(C=CC1)CCN1C[C@@H]([C@@H](CC1)O)COC1=CC=C(C=C1)S(=O)(=O)C (3R,4R)-1-(3-chlorophenyl-ethyl)-3-((4-(methylsulfonyl)phenoxy)methyl)piperidin-4-ol